BrC=1C(=CC(=NC1)NC(C)(C)C1CC1)C(F)(F)F 5-bromo-N-(2-cyclopropylpropan-2-yl)-4-(trifluoromethyl)pyridin-2-amine